4-((4-(4-(5-(6-(3-cyanopyrrolo[1,2-b]pyridazin-7-yl)-4-(methylamino)pyridin-3-yl)-1,3,4-thiadiazol-2-yl)piperazin-1-yl)piperidin-1-yl)methyl)-N-(2,6-dioxopiperidin-3-yl)benzamide C(#N)C1=CC=2N(N=C1)C(=CC2)C2=CC(=C(C=N2)C2=NN=C(S2)N2CCN(CC2)C2CCN(CC2)CC2=CC=C(C(=O)NC1C(NC(CC1)=O)=O)C=C2)NC